CO[C@@H]1CCN2CC(C[C@@]12C(=O)OC)=C |o1:9| methyl (1R,7aS*)-1-methoxy-6-methylenetetrahydro-1H-pyrrolizine-7a(5H)-carboxylate